3-(1'-(3-(1H-pyrazol-3-yl)benzyl)-7-oxo-5,7-dihydro-2H,6H-spiro[furo[2,3-f]isoindole-3,4'-piperidin]-6-yl)piperidine-2,6-dione N1N=C(C=C1)C=1C=C(CN2CCC3(CC2)COC2=CC=4C(N(CC4C=C23)C2C(NC(CC2)=O)=O)=O)C=CC1